C1(CCCC1)C(=O)N1N=CCC1C1=CC=CC=C1 cyclopentyl(5-phenyl-4,5-dihydro-1H-pyrazol-1-yl)methanone